FC1=C(C=CC(=C1)F)CN(C(=O)NCC=1C=CC2=C(CCS2(=O)=O)C1)C1CCN(CC1)C 1-[(2,4-difluorophenyl)methyl]-3-[(1,1-dioxo-2,3-dihydro-1λ6-benzothien-5-yl)methyl]-1-(1-methylpiperidin-4-yl)urea